[Cl-].C(CCCCCCCCCCC)[NH2+]C lauryl-methyl-ammonium chloride